NCCCP(O)(=O)C 3-aminopropyl-(methyl)phosphinic acid